3-(DIFLUOROMETHOXY)BENZALDEHYDE FC(OC=1C=C(C=O)C=CC1)F